methyl-4-(bromoethyl)phenylacetic acid CC(C(=O)O)C1=CC=C(C=C1)CCBr